FC(C1=CC=C(C=C1)C=1C=2N(C=C(N1)CNC#N)C=CN2)(F)F N-((8-(4-(Trifluoromethyl)phenyl)imidazo[1,2-a]pyrazin-6-yl)methyl)cyanamide